C(C)(C)(C)OC(=O)O[C@@H]1[C@H]([C@H](N(C1)C(=O)OC(C)(C)C)CC1=CC=C(C=C1)OC)OC(CC(C)C)=O tert-butyl (2R,3S,4S)-4-[(tert-butoxycarbonyl)oxy]-2-[(4-methoxyphenyl)methyl]-3-[(3-methylbutanoyl)oxy]pyrrolidine-1-carboxylate